(2R,6R)-4-(2-Fluoropyridin-4-yl)-N-((R)-1-(3-methoxyphenyl)ethyl)-2,6-dimethylpiperazine-1-carboxamide FC1=NC=CC(=C1)N1C[C@H](N([C@@H](C1)C)C(=O)N[C@H](C)C1=CC(=CC=C1)OC)C